COC(=O)C=1SC=C(C1NC(CC1=CC(=CC=C1)Cl)=O)Br 4-bromo-3-(2-(3-chlorophenyl)acetamido)thiophene-2-carboxylic acid methyl ester